C1(CCC1)C=1C(=NN(C1NC(OC1CC(C1)(F)F)=O)C)C1CCCC1 3,3-difluorocyclobutyl (4-cyclobutyl-3-cyclopentyl-1-methyl-1H-pyrazol-5-yl)carbamate